N-{2-[5-(1-benzyl-1H-pyrazol-4-yl)-1-methyl-2-oxo-1,2-dihydro-pyridin-4-yl]-cyclopentyl}-acetamide C(C1=CC=CC=C1)N1N=CC(=C1)C=1C(=CC(N(C1)C)=O)C1C(CCC1)NC(C)=O